CC1=C(C(=O)N[C@H](C)C2=CC=CC3=CC=CC=C23)C=C(C=C1)N1C[C@@H](CC1)N1CCCCC1 2-methyl-N-[(1R)-1-(1-naphthyl)ethyl]-5-[(3R)-3-(1-piperidinyl)pyrrolidin-1-yl]benzamide